N-((1r,4r)-4-(2-Methoxyethoxy)cyclohexyl)-5-(thiazol-5-yl)-1-((2-(trimethylsilyl)ethoxy)methyl)-1H-benzo[d]imidazole-7-carboxamide COCCOC1CCC(CC1)NC(=O)C1=CC(=CC2=C1N(C=N2)COCC[Si](C)(C)C)C2=CN=CS2